5-fluoro-3-(2-(3-(3-isopropylphenyl)-4-oxothiazolidin-2-ylidene)hydrazono)-1H-indol-2-one FC=1C=C2C(C(NC2=CC1)=O)=NN=C1SCC(N1C1=CC(=CC=C1)C(C)C)=O